N-glycidyl-N,N-bis[3-(trimethoxysilyl)propyl]amine C(C1CO1)N(CCC[Si](OC)(OC)OC)CCC[Si](OC)(OC)OC